(E)-5-(5-(3-(4-Butylphenyl)-3-oxoprop-1-en-1-yl)furan-2-yl)-2-hydroxybenzoic acid C(CCC)C1=CC=C(C=C1)C(/C=C/C1=CC=C(O1)C=1C=CC(=C(C(=O)O)C1)O)=O